FC=1C=C2C(CN3C(C2=CC1)OC(C3=O)=O)([2H])[2H] 8-Fluoro-6,10b-dihydro-5H-oxazolo[2,3-a]isoquinoline-2,3-dione-6,6-d2